C(CCCCCCCCCCCCCCC)OC(=O)OOC(=O)OCCCCCCCCCCCCCCCC.C(OC1CCC(CC1)C(C)(C)C)(OOOOC(OC1CCC(CC1)C(C)(C)C)=O)=O di(4-t-butylcyclohexyl) peroxy dicarbonate dicetyl-peroxydicarbonate